1-Cyclopropylthio-4-nitrobenzene C1(CC1)SC1=CC=C(C=C1)[N+](=O)[O-]